6-chloro-N-(5-ethoxy-4-methoxy-pyrimidin-2-yl)-1H-indole-3-sulfonamide ClC1=CC=C2C(=CNC2=C1)S(=O)(=O)NC1=NC=C(C(=N1)OC)OCC